2-[3-[(2-butyldecyl)oxy]-2-(sulfooxy)propyl]-3,4-dihydroisoquinolinium C(CCC)C(COCC(C[N+]1=CC2=CC=CC=C2CC1)OS(=O)(=O)O)CCCCCCCC